COC(C1=NC=CC(=C1)N1N=NN=C1[C@@H]1O[C@]([C@H]([C@H]1C1=C(C(=C(C=C1)F)F)OC)C)(C(F)(F)F)C)=O 4-(5-((2R,3S,4S,5R)-3-(3,4-difluoro-2-methoxyphenyl)-4,5-dimethyl-5-(trifluoromethyl)tetrahydrofuran-2-yl)-1H-tetrazol-1-yl)picolinic acid methyl ester